C(C)(=O)NC1=CC=C(C=C1)NC(C1=C(N=CC(=C1)C1=CC(=CC=C1)C(N)=O)N)=O N-(4-acetylaminophenyl)-2-amino-5-(3-carbamoylphenyl)nicotinamide